1-(3-cyanophenyl)-N-(2-fluoro-4-(hydroxymethyl)phenyl)-3-(trifluoromethyl)-1H-pyrazole-5-carboxamide C(#N)C=1C=C(C=CC1)N1N=C(C=C1C(=O)NC1=C(C=C(C=C1)CO)F)C(F)(F)F